arsine iron ammonium [NH4+].[Fe+2].[AsH3]